CC1=NC=C(C(=N1)C)OC[C@@]1([C@@H](C1)C(=O)O)C1=CC(=CC=C1)F ((1R,2S)-2-(((2,4-dimethylpyrimidin-5-yl)oxy)methyl)-2-(3-Fluorophenyl)cyclopropyl)carboxylic acid